ClC=1C(=NSN1)C(=O)N1CCC2(C(N3[C@H](O2)CC[C@H]3C3=CC(=CC(=C3)F)F)=O)CC1 (5'S,7a'R)-1-(4-chloro-1,2,5-thiadi-azole-3-carbonyl)-5'-(3,5-difluorophenyl)-tetrahydro-3'H-spiro-[piperidine-4,2'-pyrrolo[2,1-b][1,3]-oxazol]-3'-one